FC(S(=O)(=O)[O-])(F)F.C1(CCCCC1)[S+](C1C(CCCC1)=O)C1CCCCC1 dicyclohexyl-(2-oxocyclohexyl)sulfonium trifluoromethanesulfonate